2-((1-((dimethylamino)methyl)cyclopropyl)methoxy)-7-(8-ethylnaphthalen-1-yl)-N-((1-phenyl-1H-1,2,4-triazol-3-yl)methyl)-5,6,7,8-tetrahydropyrido[3,4-d]pyrimidin-4-amine CN(C)CC1(CC1)COC=1N=C(C2=C(N1)CN(CC2)C2=CC=CC1=CC=CC(=C21)CC)NCC2=NN(C=N2)C2=CC=CC=C2